((2-cyclopropyl-4,6-difluorobenzo[d]thiazol-5-yl)ethynyl)-6,7,8,9-tetrahydropyrazino[1',2':1,5]pyrrolo[2,3-d]pyrimidin-4-amine C1(CC1)C=1SC2=C(N1)C(=C(C(=C2)F)C#CC=2N=C(C1=C(N2)N2C(=C1)CNCC2)N)F